FC1(CCC(CC1)[C@H](NC(=O)C1(CC1)C(F)(F)F)C1=NC2=C(N1)C=CC(=C2)[C@@H](C)NC(CCC(F)(F)F)=O)F N-((S)-(4,4-Difluorocyclohexyl)(5-((R)-1-(4,4,4-trifluorobutanamido)ethyl)-1H-benzo[d]imidazol-2-yl)methyl)-1-(trifluoromethyl)cyclopropane-1-carboxamide